N[C@H]1C[C@@H](C[C@](C1)(CC[C@](C(=O)N)(O)O[C@@H]1[C@H](O)[C@H]([C@H](O)[C@H](O1)CO)N)O[C@@H]1[C@H](O)[C@@H](O)[C@@H](O)[C@H](O1)CN)O (1R,2S,3S,4R,5S)-5-amino-2-[(3-amino-3-deoxy-alpha-D-glucopyranosyl)oxy]-4-[(6-amino-[6-deoxy-alpha-D-glucopyranosyl]oxy)-3-hydroxycyclohexyl]-2-hydroxybutanamide